2-Boc-2,8-diaza-spiro[4.5]decane C(=O)(OC(C)(C)C)N1CC2(CC1)CCNCC2